ClC=1C=C(OC2CCC(CC2)NC(C)=O)C=CC1C#N N-(4-(3-chloro-4-cyanophenoxy)cyclohexyl)acetamide